C(C)(C)C=1C(=NNC1C=1C=C(C=2N(C1)N=CN2)C)C2=CC=C(C=C2)[C@H](C)N(C([C@@H](C)NC)=O)C (R)-N-((S)-1-(4-(4-isopropyl-5-(8-methyl-[1,2,4]triazolo[1,5-a]pyridin-6-yl)-1H-pyrazol-3-yl)phenyl)ethyl)-N-methyl-2-(methylamino)propanamide